FC(OC1=CC=C(C=C1)N(C1CCN(CC1)C=1C=NC(=NC1)C)C=1C=NC=CC1CC)F (p-difluoromethoxyphenyl)(4-ethyl-3-pyridyl)[1-(2-methyl-5-pyrimidinyl)-4-piperidyl]amine